C(C)(C)(C)C(C)OCCOCCO diethylene Glycol tertbutylethyl ether